N=1C=CN2C1C(=NC=C2)C(=O)O imidazo[1,2-a]pyrazine-8-carboxylic acid